O=C1N2[C@H](OC13CCN(CC3)C3=CC=C(C=1N3N=CN1)C#N)CC[C@H]2C2=CC=CC=C2 5-((5'S,7a'R)-3'-oxo-5'-phenyltetrahydro-3'H-spiro[piperidine-4,2'-pyrrolo[2,1-b]oxazol]-1-yl)-[1,2,4]triazolo[1,5-a]pyridine-8-carbonitrile